4-((2-methoxyethyl)amino)-6-((8-(4-morpholinopiperidine-1-carbonyl)-2,3-dihydrobenzo[b][1,4]dioxin-5-yl)amino)-1H-pyrrolo[2,3-b]pyridine-3-carbonitrile COCCNC1=C2C(=NC(=C1)NC1=CC=C(C=3OCCOC31)C(=O)N3CCC(CC3)N3CCOCC3)NC=C2C#N